CN(C)CC1=CC=C(COC=2C(=CSC2)C=2N=NN(C2)C2C(NC(CC2)=O)=O)C=C1 3-[4-(4-{4-[(dimethylamino)methyl]benzyloxy}thiophen-3-yl)-1H-1,2,3-triazol-1-yl]piperidine-2,6-dione